(S*)-(7-fluoro-2,2-dimethylchroman-4-yl)methanesulfonamide FC1=CC=C2[C@H](CC(OC2=C1)(C)C)CS(=O)(=O)N |o1:5|